2-(difluoromethoxy)-N-ethyl-6-methoxy-4-[5-[1-(2-morpholinoethyl)pyrazol-4-yl]benzimidazol-1-yl]benzamide FC(OC1=C(C(=O)NCC)C(=CC(=C1)N1C=NC2=C1C=CC(=C2)C=2C=NN(C2)CCN2CCOCC2)OC)F